C(C)(C)(C)C1=C(NC(C(=O)N[C@H](C(=O)N[C@@H](CC(=O)O)C(COC2=C(C(=CC(=C2F)F)F)F)=O)C)=O)C=CC=C1 (3S)-3-{[(2S)-2-{[2-(2-tert-butylanilino)-2-oxoacetyl]amino}propanoyl]amino}-4-oxo-5-(2,3,5,6-tetrafluorophenoxy)pentanoic acid